6-(6-(4-(4-isopropylpiperazin-1-yl)phenyl)-1,4-dimethyl-1H-imidazo[4,5-c]pyridin-2-yl)-8-methoxy-[1,2,4]triazolo[1,5-a]pyridine C(C)(C)N1CCN(CC1)C1=CC=C(C=C1)C1=CC2=C(C(=N1)C)N=C(N2C)C=2C=C(C=1N(C2)N=CN1)OC